1-((3R,4S)-4-((5-(1-((S)-1,1-difluoropropan-2-yl)-1H-benzo[d][1,2,3]triazol-6-yl)-6-fluoro-4-methoxypyrrolo[2,1-f][1,2,4]triazin-2-yl)amino)-3-fluoropiperidin-1-yl)ethan-1-one-2,2,2-d3 FC([C@H](C)N1N=NC2=C1C=C(C=C2)C=2C(=CN1N=C(N=C(C12)OC)N[C@@H]1[C@@H](CN(CC1)C(C([2H])([2H])[2H])=O)F)F)F